Cl.C(C)OC(COC1CNCC1)=O 2-(pyrrolidin-3-yloxy)acetic acid ethyl ester, hydrochloride